BrC=1C=C(C=C(C1OCC(CCl)O)Br)C(C)(C)C1=CC=C(OCC(CO)O)C=C1 3-(4-(2-(3,5-dibromo-4-(3-chloro-2-hydroxypropoxy)phenyl)propan-2-yl)phenoxy)propane-1,2-diol